4-((tert-butyldimethylsilyl)oxy)-3-(difluoromethyl)-3-methylpyrrolidine-1-carboxylic acid tert-butyl ester C(C)(C)(C)OC(=O)N1CC(C(C1)O[Si](C)(C)C(C)(C)C)(C)C(F)F